C(\C=C/C(=O)OCCO)(=O)OCCO di(2-hydroxy ethyl) maleate